1-((3,3-dimethyl-2,3-dihydro-1H-pyrrolo[2,3-b]pyridin-5-yl)methyl)-5,5-dimethyl-3-(4-((trifluoromethyl)thio)phenyl)imidazolidine-2,4-dione CC1(CNC2=NC=C(C=C21)CN2C(N(C(C2(C)C)=O)C2=CC=C(C=C2)SC(F)(F)F)=O)C